CO[C@H]1CN(CC1)[C@H]1[C@@H](CCC1)OC=1C=C2CN(C(C2=CC1)=O)C1C(NC(CC1)=O)=O 3-(5-(((1R,2R)-2-((R)-3-methoxypyrrolidin-1-yl)cyclopentyl)oxy)-1-oxoisoindolin-2-yl)piperidine-2,6-dione